(R)-4-((1-(3-(difluoromethyl)-2-fluorophenyl)prop-2-yn-1-yl)amino)-6-(1-(difluoromethyl)cyclopropyl)-2-methylpyrido[4,3-d]pyrimidin-7(6H)-one FC(C=1C(=C(C=CC1)[C@@H](C#C)NC=1C=2C(N=C(N1)C)=CC(N(C2)C2(CC2)C(F)F)=O)F)F